ClC=1C=CC(=C(C1)[C@H](C(=O)O)N1C[C@@H](CC1)OCCCCCC1=NC=2NCCCC2C=C1)OCC1CC1 (R)-2-(5-chloro-2-(cyclopropylmethoxy)phenyl)-2-((R)-3-((5-(5,6,7,8-tetrahydro-1,8-naphthyridin-2-yl)pentyl)oxy)pyrrolidin-1-yl)acetic acid